CC1=C(C(=CC=C1)C)CC(=O)NC1=CC(=NC=C1)N(C(C)=O)C1=CC=C(C=C1)F N-{4-[2-(2,6-dimethylphenyl)acetamido]pyridin-2-yl}-N-(4-fluorophenyl)acetamide